sodium alpha-mercaptoethyl-sulfonate SC(C)S(=O)(=O)[O-].[Na+]